tert-butyldimethyl-(undec-10-en-1-yloxy)silane C(C)(C)(C)[Si](OCCCCCCCCCC=C)(C)C